n-propyl-gallate CCCOC(=O)C1=CC(=C(C(=C1)O)O)O